C1(CC1)S(=O)(=O)NC=1SC=C(N1)C(C(=O)NC1=CC=C(C=C1)C1=CC(=CC=C1)OC)(C)C 2-(2-(cyclopropanesulfonylamino)thiazol-4-yl)-N-(3'-methoxy-[1,1'-biphenyl]-4-yl)-2-methylpropanamide